COC(C(CCC(=O)O)C1=CC(=CC=C1)OC)=O 5-methoxy-4-(3-methoxyphenyl)-5-oxopentanoic acid